C(CN=[N+]=[N-])N=[N+]=[N-] ethylene bisazide